3-(2,6-difluoro-3,5-dimethoxyphenyl)-7-(1,3-dimethyl-1H-pyrazol-4-yl)-1-(3-fluorophenyl)-3,4-dihydropyrido[4,3-d]pyrimidin-2(1H)-one FC1=C(C(=C(C=C1OC)OC)F)N1C(N(C2=C(C1)C=NC(=C2)C=2C(=NN(C2)C)C)C2=CC(=CC=C2)F)=O